NC1CCC=2C=C(C=3C=C(N=NC3C21)Cl)S(=O)(=O)NCC(C)(C)F 9-amino-3-chloro-N-(2-fluoro-2-methyl-propyl)-8,9-dihydro-7H-cyclopenta[h]cinnoline-5-sulfonamide